2,6-dibenzyl-oxy-3-iodo-pyridine C(C1=CC=CC=C1)OC1=NC(=CC=C1I)OCC1=CC=CC=C1